CC=1OC2=C(C1C(=O)NC1C(NCC1)=O)C=C(C=C2)OCC=2C=NC=CC2C 2-methyl-5-((4-methylpyridin-3-yl)methoxy)-N-(2-oxopyrrolidin-3-yl)benzofuran-3-carboxamide